(RS)-4-(2-Chloromethyl-3-hydroxy-2-methyl-propoxy)-N-(4-morpholin-2-yl-phenyl)-benzamide ClCC(COC1=CC=C(C(=O)NC2=CC=C(C=C2)[C@@H]2CNCCO2)C=C1)(CO)C |r|